Cl.NC1=CC(=C(C=C1S(=O)(=O)C)C1=NC=C(C2=C1C(=NO2)N)C=2C=NNC2)F 4-(4-amino-2-fluoro-5-(methylsulfonyl)phenyl)-7-(1H-pyrazol-4-yl)isoxazolo[4,5-c]Pyridin-3-amine hydrochloride